2-((4-(6-((4-Cyano-2-fluorobenzyl)oxy)pyridin-2-yl)piperidin-1-yl)methyl)-6-fluoro-7-methoxy-1-methyl-1H-benzo[d]imidazole-5-carboxylic acid C(#N)C1=CC(=C(COC2=CC=CC(=N2)C2CCN(CC2)CC2=NC3=C(N2C)C(=C(C(=C3)C(=O)O)F)OC)C=C1)F